ClC=1C(=NC(=NC1)NC=1C=C(C=NC1)N1C(C2(CC1)CCN(CC2)CCC2CCN(CC2)C(=O)OC(C)(C)C)=O)N2CCCCC2 tert-butyl 4-(2-(2-(5-((5-chloro-4-(piperidin-1-yl)pyrimidin-2-yl)amino)pyridin-3-yl)-1-oxo-2,8-diazaspiro[4.5]decan-8-yl)ethyl)piperidine-1-carboxylate